5-chloro-6-fluoro-1H-indol ClC=1C=C2C=CNC2=CC1F